NN1C=NC(=C2N3C(N=C12)N(C(N3C)=O)CCN3CCC(CC3)(O)C3=CC=C(C=C3)F)C=3OC=CC3 5-Amino-3-[2-[4-(4-fluorophenyl)-4-hydroxy-1-piperidyl]ethyl]-8-(2-furyl)-1-methyl-[1,2,4]triazolo[5,1-f]purin-2-one